1-(4-Benzenesulfonyl-phenyl)-3-(1H-pyrazol-4-ylmethyl)-urea C1(=CC=CC=C1)S(=O)(=O)C1=CC=C(C=C1)NC(=O)NCC=1C=NNC1